FC=1C=C(C=NC1)C=1N=C(C2=C(N1)CNC2)NCCC2=CNC1=CC(=CC=C21)OC (5-Fluoropyridin-3-yl)-N-[2-(6-methoxy-1H-indol-3-yl)ethyl]-5H,6H,7H-pyrrolo[3,4-d]pyrimidin-4-amine